C(C)(C)(C)C1=CC=C(C=C1)C=1SCC(N1)C(=O)O 2-(4-tert-butylphenyl)-4,5-dihydrothiazole-4-carboxylic acid